ClC=1N=C(C=2OCC3COCC(N3C2N1)C)C1(CC1)S(=O)(=O)C (4bR,8S)-3-chloro-1-(1-methanesulfonyl-cyclopropyl)-5-methyl-5,6,8a,9-tetrahydro-8H-7,10-dioxa-2,4,4b-triazaphenanthrene